C1(=CC=CC=C1)CC(C(=O)O)=O.N[C@@H](CC1=CNC2=CC=CC=C12)C(=O)O Tryptophan phenylpyruvate